tert-butyl 4-(4-((3-(2,4-dioxotetrahydropyrimidin-1(2H)-yl)-1-methyl-1H-indazol-6-yl)amino)piperidine-1-carbonyl)piperidine-1-carboxylate O=C1N(CCC(N1)=O)C1=NN(C2=CC(=CC=C12)NC1CCN(CC1)C(=O)C1CCN(CC1)C(=O)OC(C)(C)C)C